thio-thioether S=S